tert-butyl (4-((triisopropylsilyl)oxy)bicyclo[4.2.0]octa-1,3,5-trien-2-yl)carbamate C(C)(C)[Si](OC1=CC(=C2CCC2=C1)NC(OC(C)(C)C)=O)(C(C)C)C(C)C